FC=1C(=C2C(C(NC2=CC1)=O)=O)OC 5-fluoro-4-methoxyindole-2,3-dione